(5-Methyl-1,3-phenylen)bis(methylen)dicyclohexan CC=1C=C(C=C(C1)CC1CCCCC1)CC1CCCCC1